(R,R) or (S,R)-N'-((8-cyano-1,2,3,5,6,7-hexahydro-s-indacen-4-yl)carbamoyl)-2-(1,2-dihydroxypropan-2-yl)thiazole-5-sulfonimidamide C(#N)C=1C=2CCCC2C(=C2CCCC12)NC(=O)N=[S@](=O)(N)C1=CN=C(S1)[C@](CO)(C)O |o1:18|